C1(=CC=CC=C1)P(C1=C(C=CC=C1)C=1OCC(N1)C1=CC=CC=C1)C1=CC=CC=C1 2-(2-(diphenylphosphino)phenyl)-4-phenyl-4,5-dihydro-oxazole